tert-butyl (1R,5S)-3-{7-chloro-8-fluoro-2-[2-(4-{[2-(trimethylsilyl)ethoxy] carbonyl}piperazin-1-yl)ethoxy]pyrido[4,3-d]pyrimidin-4-yl}-3,8-diazabicyclo[3.2.1]octane-8-carboxylate ClC1=C(C=2N=C(N=C(C2C=N1)N1C[C@H]2CC[C@@H](C1)N2C(=O)OC(C)(C)C)OCCN2CCN(CC2)C(=O)OCC[Si](C)(C)C)F